benzyl 4-[4-{[(4-methoxyphenyl)methyl]amino}-8-(1-methyl-1H-pyrazol-4-yl)pyrazolo[1,5-a][1,3,5]triazin-2-yl]piperazine-1-carboxylate COC1=CC=C(C=C1)CNC1=NC(=NC=2N1N=CC2C=2C=NN(C2)C)N2CCN(CC2)C(=O)OCC2=CC=CC=C2